3-chlorodisiloxane Cl[SiH2]O[SiH3]